iso-Octylacrylat C(CCCCC(C)C)OC(C=C)=O